1-(2,2-dimethyl-6-methylidenecyclohexyl)-2-buten-1-one CC1(C(C(CCC1)=C)C(C=CC)=O)C